C(C)(C)(C)[Fe] t-butyliron